indium-tin dioxide [Sn](=O)=O.[In]